CC=1N(C(=C2C(N(N=CC21)C2=NC=CC=C2)=O)C)C2=CC=C(C=C2)C 5,7-Dimethyl-2-(pyridin-2-yl)-6-(p-tolyl)-2,6-dihydro-1H-pyrrolo[3,4-d]pyridazin-1-one